The molecule is an arginine derivative that is L-arginine substituted by a phosphono group at N(omega)-position. It has a role as an animal metabolite. It is a phosphagen, a L-arginine derivative, a non-proteinogenic L-alpha-amino acid and a phosphoamino acid. It is a conjugate acid of a N(omega)-phosphonato-L-arginine. C(C[C@@H](C(=O)O)N)CN=C(N)NP(=O)(O)O